C(C)(C)N[C@@H]1CN(CCC1)C1=C2C(=NC=C1)NC=C2C=2C=NC=NC2 (3S)-N-isopropyl-1-(3-pyrimidin-5-yl-1H-pyrrolo[2,3-b]pyridin-4-yl)piperidin-3-amine